1-(3-(4-(2,2,2-trifluoroacetyl)piperazine-1-carbonyl)-4-fluorobenzyl)quinazoline-2,4(1H,3H)-dione FC(C(=O)N1CCN(CC1)C(=O)C=1C=C(CN2C(NC(C3=CC=CC=C23)=O)=O)C=CC1F)(F)F